N1N=C(C=2C=C3C(CC12)=C3)C(=O)N 6H-cyclopropa[f]indazol-3-carboxamide